ClC1=CC(=C(N=N1)C(=O)OC)NC1=CC=C(C=C1)SC Methyl 6-chloro-4-((4-(methylthio)phenyl)amino)pyridazine-3-carboxylate